methyl (S)-3-((R)-azepan-4-yl)-2-((R)-1-(4-chloro-1H-pyrazol-1-yl)propan-2-yl)-7-methyl-3,7,8,9-tetrahydro-6H-imidazo[4,5-f]quinoline-6-carboxylate N1CC[C@@H](CCC1)N1C(=NC2=C3CC[C@@H](N(C3=CC=C21)C(=O)OC)C)[C@@H](CN2N=CC(=C2)Cl)C